Methyl-{[1-(4-chloro-2-fluorophenyl)-5-(2,4-difluorophenyl)-1H-1,2,4-triazole-3-yl]oxy} acetate C(C)(=O)OOC1=NN(C(=N1)C1=C(C(=C(C=C1)F)C)F)C1=C(C=C(C=C1)Cl)F